NC1(CCC(CC1)NC1=NC=CC(=N1)C=1C=NN(C1CC1CC1)C)CO (1-amino-4-((4-(5-(cyclopropylmethyl)-1-methyl-1H-pyrazol-4-yl)pyrimidin-2-yl)amino)cyclohexyl)methanol